CN1C2=C(OC[C@@H](C1=O)NC(C(=O)NCCC1=CC=CC=C1)=O)C=CC(=C2)C#CC2=NC=CC=C2 (S)-N1-(5-methyl-4-oxo-7-(pyridin-2-ylethynyl)-2,3,4,5-tetrahydrobenzo[b][1,4]oxazepin-3-yl)-N2-phenethyloxalamide